C1(=CC(=C2C=CC3=C(C=C(C4=CC=C1C2=C34)C3=CC=C(C=O)C=C3)C3=CC=C(C=O)C=C3)C3=CC=C(C=O)C=C3)C3=CC=C(C=O)C=C3 4,4',4'',4'''-(pyrene-1,3,6,8-tetrayl)tetrabenzaldehyde